tert-butyl 6-chloro-3-(2H-1,2,3-triazol-2-yl)picolinate ClC1=CC=C(C(=N1)C(=O)OC(C)(C)C)N1N=CC=N1